6-(6-Nitropiperidin-2-yl)-1,6-diazaspiro[3.3]heptane-1-carboxylic acid tert-butyl ester C(C)(C)(C)OC(=O)N1CCC12CN(C2)C2NC(CCC2)[N+](=O)[O-]